Methyl (Z)-3-(octadec-9-en-1-ylamino)propanoate C(CCCCCCC\C=C/CCCCCCCC)NCCC(=O)OC